[Na+].[Na+].OC(C(=O)O)(C)S(=O)[O-].OC(C(=O)O)(C)S(=O)[O-] 2-hydroxy-2-sulfinatopropionic acid disodium salt